3-amino-2-(4-bromophenyl)indolizine-1-carbonitrile NC1=C(C(=C2C=CC=CN12)C#N)C1=CC=C(C=C1)Br